6,4'-dimethoxyflavone COC=1C=C2C(C=C(OC2=CC1)C1=CC=C(C=C1)OC)=O